FC1=C(C(=O)N([C@H]2CN(CCC2)C(=O)OC(C)(C)C)C2=NC=CC3=C2C=C(S3)C3=NC(=NC=C3)NC)C=CC(=C1)C=1N=NN(C1)C tert-butyl (3R)-3-[[2-fluoro-4-(1-methyltriazol-4-yl)benzoyl]-[2-[2-(methylamino)pyrimidin-4-yl]thieno[3,2-c]pyridin-4-yl]amino]piperidine-1-carboxylate